C(C)(C)(C)OC(=O)N1CCN(CC1)C([C@@H]([C@H]([C@@H](C(COCC1=CC=CC=C1)=O)OCC1=CC=CC=C1)OCC1=CC=CC=C1)OCC1=CC=CC=C1)=O 4-[(2R,3S,4S)-2,3,4,6-tetrabenzyloxy-5-oxohexanoyl]piperazine-1-carboxylic acid tert-butyl ester